COC=1C=CC(=C(C1)N1CCN(CC1)CC1=NC2=C(N1C)C=CC=C2)C=2N=NNN2 2-[[4-[5-methoxy-2-(2H-tetrazol-5-yl)-phenyl]piperazin-1-yl]methyl]-1-meth-yl-benzimidazole